[OH-].OCC[N+](CC(CC)(CO)CO)(C)C N-(2-Hydroxyethyl)-N,N-dimethyl-N-(2,2'-dihydroxymethylbutyl)-ammonium hydroxid